COCPOC1=C2C=CNC2=CC=C1 4-(Methoxymethylphosphanyloxy)-1H-indol